6-decyl-tetradecyl alcohol C(CCCCCCCCC)C(CCCCCO)CCCCCCCC